Methyl (R)-2-((difluoro(oxo)-λ6-sulfanylidene)amino)-2-phenylacetate FS(=O)(F)=N[C@@H](C(=O)OC)C1=CC=CC=C1